CN1C(C(NCC1)=O)C1=NC=CC=C1 4-methyl-3-(pyridin-2-yl)piperazin-2-one